4-methyl-3,5-diiodo o-phenylenediamine isopropyl (S)-2-(1-((4'-(1,1,1,3,3,3-hexafluoro-2-hydroxypropan-2-yl)-[1,1'-biphenyl]-4-yl)methyl)-4-(pyridin-4-ylmethyl)piperazin-2-yl)acetate FC(C(C(F)(F)F)(O)C1=CC=C(C=C1)C1=CC=C(C=C1)CN1[C@H](CN(CC1)CC1=CC=NC=C1)CC(=O)OC(C)C)(F)F.CC1=C(C(=C(C=C1I)N)N)I